FC1=CC(=C2C=CN(C2=C1)C)C1=C(C=C2NC(C=3N(C2=C1C(F)(F)F)C(=NN3)C)(C)C)OC 8-(6-Fluoro-1-methyl-1H-indol-4-yl)-7-methoxy-1,4,4-trimethyl-9-(trifluoromethyl)-5H-[1,2,4]triazolo[4,3-a]quinoxaline